CC(C)CCC[C@@H](C)[C@H]1CC[C@H]2[C@@H]3CCC4CC(CC[C@]4(C)[C@H]3CC[C@]12C)=O cholestan-3-one